C(=O)(O)C1=CC2=C(NC(=N2)C2=CC=C(C=C2)C2=NC3=C(N2)C=CC(=C3)C(=O)O)C=C1 1,4-bis(5-carboxy-1H-benzimidazol-2-yl)benzene